ClC1=CC=C2[C@@](C(NC2=C1)=O)(C)C1=CC(=NC=C1OC)C=1N(C=CN1)C (3S)-6-chloro-3-(5-methoxy-2-(1-methyl-1H-imidazol-2-yl)pyridin-4-yl)-3-methylindolin-2-one